(3R,4S)-tetrahydrofuran-3,4-diamine O1C[C@@H]([C@@H](C1)N)N